5-(3-((4-chlorophenyl)diphenylsilyl)phenyl)-2,3-diphenylpyrazine ClC1=CC=C(C=C1)[Si](C=1C=C(C=CC1)C=1N=C(C(=NC1)C1=CC=CC=C1)C1=CC=CC=C1)(C1=CC=CC=C1)C1=CC=CC=C1